1-(benzo[d][1,3]dioxol-5-yl)-6-bromo-4-fluoro-1H-benzo[d]imidazole O1COC2=C1C=CC(=C2)N2C=NC1=C2C=C(C=C1F)Br